glycyl-Lysine NCC(=O)N[C@@H](CCCCN)C(=O)O